4-(5-(difluoromethyl)-1,3,4-thiadiazol-2-yl)-8-((3R,5S)-3-(fluoromethyl)-5-methylpiperazin-1-yl)-2-methyl-N-(3-methyloxetan-3-yl)quinazoline-6-sulfonamide FC(C1=NN=C(S1)C1=NC(=NC2=C(C=C(C=C12)S(=O)(=O)NC1(COC1)C)N1C[C@@H](N[C@H](C1)C)CF)C)F